N-(2,3-Dihydro-4H-benzo[b][1,4]oxazin-4-yl)-3-isopropyl-7-(2,3,5-trifluorophenyl)-thieno[3,2-b]pyridine-2-carboxamide O1C2=C(N(CC1)NC(=O)C1=C(C3=NC=CC(=C3S1)C1=C(C(=CC(=C1)F)F)F)C(C)C)C=CC=C2